1-(5-tert-butyl-2H-pyrazol-3-yl)-3-{4-[5-(2-{3-[2-(2,6-dioxopiperidin-3-yl)-1,3-dioxo-2,3-dihydro-1H-isoindol-4-yl]-propoxy}-ethoxy)-benzimidazol-1-yl]-phenyl}-urea C(C)(C)(C)C=1C=C(NN1)NC(=O)NC1=CC=C(C=C1)N1C=NC2=C1C=CC(=C2)OCCOCCCC2=C1C(N(C(C1=CC=C2)=O)C2C(NC(CC2)=O)=O)=O